CNS(=O)(=O)C1=CC(=C(C=C1)N[C@@H](C)C1=CC(=CC=C1)C(F)(F)F)C=1N=CN(C1)C N-methyl-3-(1-methylimidazol-4-yl)-4-[[(1S)-1-[3-(trifluoromethyl)phenyl]ethyl]amino]benzenesulfonamide